sulfonium dicyanoamine salt C(#N)NC#N.[SH3+]